(2-cyano-2-(2-(3,5-dichloro-4-((1-oxo-1,2-dihydroisoquinolin-6-yl)oxy)phenyl)hydrazino)acetyl)carbamic acid ethyl ester C(C)OC(NC(C(NNC1=CC(=C(C(=C1)Cl)OC=1C=C2C=CNC(C2=CC1)=O)Cl)C#N)=O)=O